CC1(SC[C@H](N1)C(=O)O)C (R)-2,2-dimethylthiazolidine-4-carboxylic acid